CC(C(=O)OCC(C)(C1=CC(=CC=C1)Cl)NC1=NC2=C(N1)C(=CC=C2)CN)(C)C 2-{[7-(aminomethyl)-1H-1,3-benzodiazol-2-yl] amino}-2-(3-chlorophenyl)propyl 2,2-dimethylpropanoate